(S)-4-(cyclopropylethynyl)-4-(1,1-difluoroethyl)-6-fluoro-7-((3-methyl-6-oxopyridazin-1(6H)-yl)methyl)-3,4-dihydroquinazolin-2(1H)-one C1(CC1)C#C[C@@]1(NC(NC2=CC(=C(C=C12)F)CN1N=C(C=CC1=O)C)=O)C(C)(F)F